heptafluoropropyl phosphate P(=O)(OC(C(C(F)(F)F)(F)F)(F)F)([O-])[O-]